2-{3-[(3-Methoxy-1-methyl-1H-pyrazol-4-yl)amino]-1-methyl-1H-indazol-5-yl}propan-2-ol COC1=NN(C=C1NC1=NN(C2=CC=C(C=C12)C(C)(C)O)C)C